(Z)-3-(4-(eicosoxy)phenyl)-2-(4'-(pyridin-4-yl)-[1,1'-biphenyl]-4-yl)acrylonitrile C(CCCCCCCCCCCCCCCCCCC)OC1=CC=C(C=C1)\C=C(/C#N)\C1=CC=C(C=C1)C1=CC=C(C=C1)C1=CC=NC=C1